N-[2-(2-methoxyethoxy)ethyl]-N-(2-methoxyethyl)-N,N-dimethylammonium methyl-carbonate salt COC([O-])=O.COCCOCC[N+](C)(C)CCOC